5-(1-methanesulfonylcyclopropyl)-N-[3-[4-(trifluoromethyl)thiazol-2-yl]-1-bicyclo[1.1.1]pentyl]furan-2-carboxamide Natrium laurat C(CCCCCCCCCCC)(=O)[O-].[Na+].CS(=O)(=O)C1(CC1)C1=CC=C(O1)C(=O)NC12CC(C1)(C2)C=2SC=C(N2)C(F)(F)F